FC(C1=NN=C(O1)C1=CC(=C(C=C1F)CN1N=NC(=C1)C1=CC2=C(N(C(=N2)N)C)C=C1)F)F 5-[1-[[4-[5-(difluoromethyl)-1,3,4-oxadiazol-2-yl]-2,5-difluorophenyl]methyl]triazol-4-yl]-1-methylbenzimidazole-2-amine